C(C1=CC=CC=C1)N1[C@@H](CCC1)C(=O)[O-] benzyl-L-prolinate